2-((S)-1-((Z)-2-fluoro-3-(pyrimidin-2-yl)acryloyl)-4-(8-fluoro-7-(3-hydroxynaphthalen-1-yl)-2-(((S)-1-methylpyrrolidin-2-yl)methoxy)quinazolin-4-yl)piperazin-2-yl)acetonitrile F\C(\C(=O)N1[C@H](CN(CC1)C1=NC(=NC2=C(C(=CC=C12)C1=CC(=CC2=CC=CC=C12)O)F)OC[C@H]1N(CCC1)C)CC#N)=C/C1=NC=CC=N1